(R)-(2-(7-(hydroxymethyl)-2-methoxyquinoxalin-5-yl)-4-methyl-7,8-dihydro-[1,4]dioxino[2',3':3,4]benzo[1,2-d]thiazol-7-yl)methyl (2-methylpyridin-4-yl)carbamate CC1=NC=CC(=C1)NC(OC[C@@H]1OC2=C(C3=C(N=C(S3)C3=C4N=CC(=NC4=CC(=C3)CO)OC)C(=C2)C)OC1)=O